COCCC1=CC=CC=C1 2-(2-methoxyethyl)benzene